OC[C@H]1O[C@@H]([C@@H]([C@H]([C@H]1O)N1N=NC(=C1)C1=C(C(=C(C=C1)F)F)F)OC)CC1=NOC(=C1)C(C)(C)O (2R,3R,4S,5R,6R)-2-(hydroxymethyl)-6-((5-(2-hydroxypropan-2-yl)isoxazol-3-yl)methyl)-5-methoxy-4-(4-(2,3,4-trifluorophenyl)-1H-1,2,3-triazol-1-yl)tetrahydro-2H-pyran-3-ol